O1C(COC2=NC=CC=C21)COC2=NC(N1C(C3=CC=C(C=C3CC1)C#CCCC#N)=C2)=O 5-[2-(2,3-Dihydro-[1,4]dioxino[2,3-b]pyridin-2-ylmethoxy)-4-oxo-6,7-dihydro-4H-pyrimido[6,1-a]isoquinolin-9-yl]-pent-4-ynenitrile